Amylperoxy-2-ethylhexanoate C(CCCC)OOC(C(=O)[O-])(CCCC)CC